2,2,2-Trichloroethyl ((2-(4-bromophenyl)propanoyl)oxy)carbamate BrC1=CC=C(C=C1)C(C(=O)ONC(OCC(Cl)(Cl)Cl)=O)C